C(C1=CC=CC=C1)OC=1C=C(C(=NC1[N+](=O)[O-])F)Br 5-benzyloxy-3-bromo-2-fluoro-6-nitro-pyridine